C(C)N1N=C(C=C1\C(=C(/C#N)\C1=CC=C(C=C1)[Si](C)(C)C)\O)C (E)-3-(1-ethyl-3-methyl-1H-pyrazol-5-yl)-3-hydroxy-2-(4-(trimethylsilyl)phenyl)acrylonitrile